OC1=C2C=C(C(OC2=CC=C1CCC(=O)C1=CC=CC=C1)(C)C)O 3-(5-hydroxy-2,2-dimethylhydroxy-2H-chromen-6-yl)-1-phenylpropan-1-one